C(CCCCCCCCCCCCC)(=O)OCC(O)CO glycerol mono-myristate